NC[C@@H](C)NC(=O)C=1C=NC2=C(C=CC=C2C1)C1=CCC(CC1)C(F)(F)F N-((R)-1-aminopropan-2-yl)-8-(4-(trifluoromethyl)cyclohex-1-en-1-yl)quinoline-3-carboxamide